6'-(diethylamino)-2'-[[3-(trifluoromethyl)phenyl]amino]-spiro[isobenzofuran-1(3H),9'-[9H]xanthene]-3-one C(C)N(C=1C=C2OC=3C=CC(=CC3C3(C2=CC1)OC(C1=CC=CC=C13)=O)NC1=CC(=CC=C1)C(F)(F)F)CC